The molecule is a diterpenyl phosphate that is the O-diphospho derivative of ent-copal-8-ol. It is a diterpenyl phosphate and a labdane diterpenoid. It is a conjugate acid of an ent-copal-8-ol diphosphate(3-). C/C(=C\\COP(=O)(O)OP(=O)(O)O)/CC[C@H]1[C@@]2(CCCC([C@H]2CC[C@]1(C)O)(C)C)C